N-phenyl-4-(pyridin-4-ylmethyl)-piperazine-1-carboxamide C1(=CC=CC=C1)NC(=O)N1CCN(CC1)CC1=CC=NC=C1